tellurocyanate [Te-]C#N